(R)-3-(5-Methylthiazol-2-yl)-5-(2-oxa-6-azaspiro[3.3]heptane-6-carbonyl)-N-(1-(2-(trifluoromethyl)pyrimidin-5-yl)ethyl)benzamide CC1=CN=C(S1)C=1C=C(C(=O)N[C@H](C)C=2C=NC(=NC2)C(F)(F)F)C=C(C1)C(=O)N1CC2(COC2)C1